tert-butyl {3-[(5-hydroxypentyl)oxy]propoxy}acetate OCCCCCOCCCOCC(=O)OC(C)(C)C